BrC=1C=C(C(=O)N[C@@H](C)C=2N(N=C(N2)C2CC2)C2=NC=NC(=C2)C#N)C=C(C1)OC(F)(F)F 3-bromo-N-[(1S)-1-[2-(6-cyanopyrimidin-4-yl)-5-cyclopropyl-1,2,4-triazol-3-yl]ethyl]-5-(trifluoro-methoxy)benzamide